3-(tetrahydro-2H-pyran-2-yl)-1-((2-(trimethylsilyl)ethoxy)methyl)-1H-pyrazol-4-amine O1C(CCCC1)C1=NN(C=C1N)COCC[Si](C)(C)C